(1R,5R)-5-(2-methoxy-2-oxoethyl)cyclopent-2-ene-1,2-dicarboxylic acid COC(C[C@H]1CC=C([C@@H]1C(=O)O)C(=O)O)=O